ClC=1C=C(C=C(C1OC=1C=C2C(=CC(=NC2=CC1)C1=C(C=C(C=C1)F)C#N)C)Cl)N1N=C(C(NC1=O)=O)C#N 2-(3,5-Dichloro-4-((2-(2-cyano-4-fluorophenyl)-4-methylquinolin-6-yl)oxy)phenyl)-3,5-dioxo-2,3,4,5-tetrahydro-1,2,4-triazine-6-carbonitrile